CS(=O)CCCCCCCN=C=S 7-(methylsulfinyl)heptyl isothiocyanate